(5-cyanochroman-6-yl) trifluoromethanesulfonate FC(S(=O)(=O)OC=1C(=C2CCCOC2=CC1)C#N)(F)F